tert-butyl N-{2-[4-(4-bromo-3-fluorobenzamido)phenyl]ethyl}carbamate BrC1=C(C=C(C(=O)NC2=CC=C(C=C2)CCNC(OC(C)(C)C)=O)C=C1)F